ClC=1C=C(CNC2=NC(=NC3=CC=C(C=C23)C=2C(=NOC2C)C)C=2C=NN(C2)CC(=O)N(C)C)C=CC1 (4-(4-((3-chlorobenzyl)amino)-6-(3,5-dimethylisoxazol-4-yl)quinazolin-2-Yl)-1H-pyrazol-1-yl)-N,N-dimethylacetamide